Benzyl 2-(hydroxymethyl)piperazine-1-carboxylate OCC1N(CCNC1)C(=O)OCC1=CC=CC=C1